FC(F)(F)C1(C=CC=C1)[Zr]C1(C=CC=C1)C(F)(F)F bis(trifluoromethylcyclopentadienyl)zirconium